2,2'-bis(diphenylphosphono)-1,1'-binaphthyl C1(=CC=CC=C1)OP(=O)(OC1=CC=CC=C1)C1=C(C2=CC=CC=C2C=C1)C1=C(C=CC2=CC=CC=C12)P(=O)(OC1=CC=CC=C1)OC1=CC=CC=C1